CN1CCC(CC1)C(=O)NN 1-methylpiperidine-4-carbohydrazide